4-(2-(methylsulfonimidoyl)ethyl)piperidine CS(=O)(=N)CCC1CCNCC1